7-isopentyl-2H-benzo[b][1,4]dioxepin-3(4H)-one C(CC(C)C)C1=CC2=C(OCC(CO2)=O)C=C1